O1CC12CCN(CC2)C(=O)C2=CC=C(C=C2)C (1-oxa-6-azaspiro[2.5]oct-6-yl)(p-tolyl)methanone